N-[7-hydroxy-4-(1-methyl-3-phenyl-1H-pyrazol-4-yl)pyrido[3,2-d]pyrimidin-6-yl]-1-(trifluoromethyl)cyclopropane-1-carboxamide OC1=CC=2N=CN=C(C2N=C1NC(=O)C1(CC1)C(F)(F)F)C=1C(=NN(C1)C)C1=CC=CC=C1